N-((3-aminocyclobutyl)methyl)-4-(tert-butyl)aniline NC1CC(C1)CNC1=CC=C(C=C1)C(C)(C)C